NC1=NC=CC(=C1Cl)OC1=C(C=C(C=C1)C1=NN(C(=C1C(=O)N)C(F)(F)F)C=1C=NN(C1)C)F (4-((2-amino-3-chloropyridin-4-yl)oxy)-3-fluorophenyl)-1'-methyl-5-(trifluoromethyl)-1'H-[1,4'-bipyrazole]-4-carboxamide